3-amino-N-(cyclopropylmethyl)-7,8-dihydro-1,6-naphthyridine-6(5H)-carboxamide NC=1C=NC=2CCN(CC2C1)C(=O)NCC1CC1